C(C)(C)(C)OC(=O)NCC1=CC(=C(C=C1)NC(=O)C1=CC2=C(OCCC3=C2SC=C3)C=C1C=1C(=NC(=CC1)C(NCCC)=O)C(=O)OC)C(NCCC(C)C)=O methyl 3-(9-((4-(((tert-butoxycarbonyl)amino)methyl)-2-(isopentylcarbamoyl)phenyl)carbamoyl)-4,5-dihydrobenzo[b]thieno[2,3-d]oxepin-8-yl)-6-(propylcarbamoyl)picolinate